S(N)(OC1=CC=C(C=C1)C=1N=NN(C1)C1=CC(=CC(=C1)F)F)(=O)=O 4-[1-(3,5-difluoro-phenyl) 1H-[1,2,3]-triazol-4-yl]-phenyl sulfamate